(2R,3R,4S,5R,6S)-2-(hydroxymethyl)-5-((3-(trifluoromethyl)benzyl)oxy)-4-(4-(3,4,5-trifluorophenyl)-1H-1,2,3-triazol-1-yl)-1,7-dioxaspiro[5.5]undecan-3-ol OC[C@H]1O[C@@]2([C@@H]([C@H]([C@H]1O)N1N=NC(=C1)C1=CC(=C(C(=C1)F)F)F)OCC1=CC(=CC=C1)C(F)(F)F)OCCCC2